2-[[6-(2-cyanophenoxy)-4-pyrimidinyl]oxy]-α-(methoxymethylene)benzeneacetate C(#N)C1=C(OC2=CC(=NC=N2)OC2=C(C=CC=C2)C(C(=O)[O-])=COC)C=CC=C1